tert-butyl (R)-3-((S)-3-(3-((2-(((benzyloxy)carbonyl)amino) ethyl)amino)phenyl)-1-(tert-butoxy)-1-oxopropan-2-yl)pyrrolidine-1-carboxylate C(C1=CC=CC=C1)OC(=O)NCCNC=1C=C(C=CC1)C[C@H](C(=O)OC(C)(C)C)[C@@H]1CN(CC1)C(=O)OC(C)(C)C